[N+](=O)([O-])C1=CC=C(CCNCCOC2=CC=C(C=C2)[N+](=O)[O-])C=C1 4-nitro-N-[2-(4-nitrophenoxy)ethyl]phenethylamine